C(C1=C(C(=CC(=C1)C)C1CCCCC1)O)C1=C(C(=CC(=C1)C)C1CCCCC1)O 2,2'-methylenebis(6-cyclohexyl-4-methylphenol)